C1(=CC=CC=C1)C=1C2=CC=C(N2)C(=C2C=CC(C(=C3C=CC(=C(C=4C=CC1N4)C#C[Si](C)(C)C)N3)C3=CC=CC=C3)=N2)C#C[Si](C)(C)C 5,15-bis(phenyl)-10,20-bis(trimethylsilylethynyl)porphyrin